ethyl 2-(((benzyloxy)carbonyl)-L-alanyl)-1,2,3,4-tetrahydroisoquinoline-6-carboxylate C(C1=CC=CC=C1)OC(=O)N[C@@H](C)C(=O)N1CC2=CC=C(C=C2CC1)C(=O)OCC